C(CCCCCCCCCCCCCCCCC)NN(CC(=O)O)NCCCCCCCCCCCCCCCCCC N,N-dioctadecylaminoglycine